(7R,14R)-1-(difluoromethoxy)-11-((1-methyl-1H-1,2,3-triazol-5-yl)ethynyl)-6,7-dihydro-7,14-methanobenzo[f]benzo[4,5]imidazo[1,2-a][1,4]diazocin-5(14H)-one FC(OC1=CC=CC=2C(N[C@H]3C=4N([C@@H](C21)C3)C3=C(N4)C=CC(=C3)C#CC3=CN=NN3C)=O)F